CN1C2=NC(=NC(=C2N=C1)C1=CC=C(C=C1)OC(F)(F)F)CN [9-methyl-6-[4-(trifluoromethoxy)phenyl]purin-2-yl]methanamine